C(C)(=O)O.C(C)(=O)O[C@@H]1[C@H](O[C@@H]([C@H]([C@@H]1OC(C)=O)OC(C)=O)CCP(=O)(OCC)OCC)CC1=CC=C(C=C1)N (2R,3R,4R,5R,6R)-2-(4-aminobenzyl)-6-(2-(diethoxyphosphoryl)ethyl)tetrahydro-2H-pyran-3,4,5-triyl triacetate acetate